2,3,7,8-tetrafluoro-S-(trifluoromethyl)dibenzothiophene trifluoro-methanesulfonate FC(S(=O)(=O)O)(F)F.FC1=CC2=C(S(C3=C2C=C(C(=C3)F)F)C(F)(F)F)C=C1F